C(OCC)(OCOC1=C(C(=CC(=C1)C(C)(CCCCCC)C)O)C1=CC(=CC=C1)C)=O ethyl (((6-hydroxy-3'-methyl-4-(2-methyloctan-2-yl)-[1,1'-biphenyl]-2-yl)oxy)methyl) carbonate